IC=1C=C(C=CC1)C1=CC=NC=C1 4-(3-iodophenyl)pyridine